BrC=1C=2N(N=C(C1)Cl)C(=CN2)C#N 8-bromo-6-chloroimidazo[1,2-b]Pyridazine-3-carbonitrile